ClC1=CC=C(C[C@@H]2N(C[C@H]3N(C2)CCC3)C3CCN(CC3)C3=NC=CC=C3)C=C1 (3S,7S,8aS)-3-(4-chlorobenzyl)-2-(1-(pyridin-2-yl)piperidin-4-yl)octahydro-pyrrolo[1,2-a]pyrazin